C(C(=C)C)(=O)OC(C)(C)O[Si](OC(C)C)(OC(C)C)CCC methacryloxy-propyltriisopropoxysilane